C(C)(C)(C)OC(=O)N[C@@H]1C(CCCC1)(O)C1=C(C2=NC(=CC(=C2S1)N(C(OC(C)(C)C)=O)CC=1SC=CC1)Cl)Cl tert-Butyl (2-((2S)-2-((tert-butoxycarbonyl)amino)-1-hydroxycyclohexyl)-3,5-dichlorothieno[3,2-b]pyridin-7-yl)(thiophen-2-ylmethyl)carbamate